tert-butyl-dimethyl-[1-[1-(trifluoromethyl)cyclopropyl]allyloxy]silane C(C)(C)(C)[Si](OC(C=C)C1(CC1)C(F)(F)F)(C)C